N-cyclohexyl-2-pyrrolidone C1(CCCCC1)N1C(CCC1)=O